BrC1=NC=C(C2=C1C1(OCCO1)CC2=O)OC2=C(C#N)C=C(C=C2)F ((1-bromo-5-oxo-5,6-dihydrospiro[cyclopenta[c]pyridine-7,2'-[1,3]dioxolane]-4-yl)oxy)-5-fluorobenzonitrile